C(CC)SC=1C=C(C=CC1)Br 3-(propylthio)bromobenzene